BrC1=NC(=CC=C1)C1=NC=CC=C1 2-bromo-6-(2-pyridinyl)pyridine